1,3-bis((dimethylamino)methyl)naphthalen-2-ol CN(C)CC1=C(C(=CC2=CC=CC=C12)CN(C)C)O